BrCCCCCCCCCCCCCCCCCCCCCCC(=O)OC methyl 23-bromotricosanoate